N,N-dimethyl-3-aminopropylsilanetriol CN(CCC[Si](O)(O)O)C